N-[[5-(Trifluoromethyl)-2-pyridyl]methyl]cyclopropanamine FC(C=1C=CC(=NC1)CNC1CC1)(F)F